FC(C(C#N)(C(F)(F)F)F)(F)F HEPTAFLUORoISOBUTYRONITRIL